[Sn+4].C(CCCCCCCCCCC)(=O)[O-].C(CCCCCCCCCCC)(=O)[O-].C(CCCCCCC)[Sn+2]CCCCCCCC dioctyltin dilaurate Tin